4,6-dideoxygalactose O=C[C@H](O)[C@@H](O)C[C@H](O)C